ClC1=C(N(C(C2=C(C=CC=C12)C(=O)C1CC1)=O)C1=CC=CC=C1)[C@H](C)NC=1C2=C(N=CN1)NC=CC2=O (S)-4-((1-(4-chloro-8-(cyclopropanecarbonyl)-1-oxo-2-phenyl-1,2-dihydroisoquinolin-3-yl)ethyl)amino)pyrido[2,3-d]pyrimidin-5(8H)-one